5-bromo-4,4,7-trimethylisochroman BrC1=C2C(COCC2=CC(=C1)C)(C)C